N-(6-(4-Methylpiperazin-1-yl)pyridin-3-yl)-4-(6-(pyridin-3-yl)imidazo[1,2-a]pyridin-3-yl)pyrimidin-2-amine CN1CCN(CC1)C1=CC=C(C=N1)NC1=NC=CC(=N1)C1=CN=C2N1C=C(C=C2)C=2C=NC=CC2